(2S,3S,5R)-5-(6-amino-2-fluoro-9H-purin-9-yl)-2-(hydroxymethyl)-2-(methoxymethyl)tetrahydrofuran-3-ol NC1=C2N=CN(C2=NC(=N1)F)[C@H]1C[C@@H]([C@@](O1)(COC)CO)O